ClCC1=CC=CC2=CC=CC(=C12)CCl 1,8-bis(chloromethyl)naphthalene